O[C@]12[C@@H](C[C@H]3[C@@H]4CC[C@H]([C@@H](CCCC(C)C)C)[C@]4(CC[C@@H]3[C@]2(CC[C@@H](C1)O)C)C)NCCCN 5α-hydroxy-6β-(3-aminopropylamino)cholestan-3β-ol